(S)-8-Chloro-1-(2,6-dichlorophenyl)-5-(2,3-dihydroxy-3-methylbutoxy)-2-methyl-1,6-naphthyridin-4(1H)-one ClC=1C=NC(=C2C(C=C(N(C12)C1=C(C=CC=C1Cl)Cl)C)=O)OC[C@@H](C(C)(C)O)O